CC1=CC=CC(=N1)C1=NC=CC(=N1)NC1=NC(=NC=C1)NC1=CC=C(C=C1)N1C[C@@H](NCC1)C |r| N4-[2-(6-methyl-2-pyridyl)pyrimidin-4-yl]-N2-[4-[rac-(3S)-3-methylpiperazin-1-yl]phenyl]pyrimidine-2,4-diamine